NCC=1C=NC(=NC1)C1=C(C=C(C#N)C=C1)OC1=CN=NC(=C1)N1C(C=CC=C1)=O 4-[5-(aminomethyl)pyrimidin-2-yl]-3-[6-(2-oxopyridin-1-yl)pyridazin-4-yl]oxybenzonitrile